FC=1C(=C(NC2=C(NC3=C2C(NCC3)=O)C3=C(C=NC=C3)OC[C@@H]3N(CCOC3)C)C=CC1)OC 3-(3-Fluoro-2-methoxyanilino)-2-(3-{[(3R)-4-methylmorpholin-3-yl]methoxy}pyridin-4-yl)-1,5,6,7-tetrahydro-4H-pyrrolo[3,2-c]pyridin-4-one